Cl.O1CCN(CC1)C=1C2=C(N=C(N1)NC1=CC(=NN1)C1=CC=CC=C1)C1=C(O2)N=C(C=C1)OCCCN1CCOCC1 4-morpholino-7-(3-morpholinopropoxy)-N-(3-phenyl-1H-pyrazol-5-yl)pyrido[3',2':4,5]furo[3,2-d]pyrimidin-2-amine hydrochloride